FC1=C(C(=CC(=C1)C=1C(=NNC1C)C1=CC=NC=C1)F)C1=CC=CC(N1)=O 6-[2,6-difluoro-4-[5-methyl-3-(4-pyridyl)-1H-pyrazol-4-yl]phenyl]-1H-pyridin-2-one